O=C[C@@H](CC(NC(C1=CC=CC=C1)(C1=CC=CC=C1)C1=CC=CC=C1)=O)NC(OC(C)(C)C)=O tert-butyl (R)-(1,4-dioxo-4-(tritylamino)butan-2-yl)carbamate